2-[1-(4-methoxyphenyl)cyclopropyl]pyridine COC1=CC=C(C=C1)C1(CC1)C1=NC=CC=C1